O=C1NC(CCC1N1C(C2=CC=C(C=C2C1=O)N1CCC(CC1)CCCC(=O)O)=O)=O 4-(1-(2-(2,6-Dioxopiperidin-3-yl)-1,3-dioxoisoindolin-5-yl)piperidin-4-yl)butanoic acid